(R)-5-((((3'-chloro-2'-(3-((3-fluoro-4-(((2-hydroxyethyl)amino)methyl)pyridin-2-yl)amino)-2-methoxyphenyl)-6-methoxy-[2,4'-bipyridin]-5-yl)methyl)amino)methyl)pyrrolidin-2-one ClC=1C(=NC=CC1C1=NC(=C(C=C1)CNC[C@H]1CCC(N1)=O)OC)C1=C(C(=CC=C1)NC1=NC=CC(=C1F)CNCCO)OC